3-(5-(5-((1-(4-((5-chloro-4-((2-(dimethylphosphono)phenyl)amino)pyrimidin-2-yl)amino)-3-methoxyphenyl)piperidin-4-yl)amino)pent-1-yn-1-yl)-1-oxoisoindolin-2-yl)piperidine-2,6-dione ClC=1C(=NC(=NC1)NC1=C(C=C(C=C1)N1CCC(CC1)NCCCC#CC=1C=C2CN(C(C2=CC1)=O)C1C(NC(CC1)=O)=O)OC)NC1=C(C=CC=C1)P(=O)(OC)OC